CC1(NC2=C(C=C(C=C2C(C1)C)NC1=CC=CC=C1)C)C 2,2,4,8-tetramethyl-N-phenyl-1,2,3,4-tetrahydroquinolin-6-amine